C(CC=C)C1NC(=NC2=CC=CC(=C12)OC)C(F)(F)F 4-but-3-enyl-5-methoxy-2-(trifluoromethyl)-3,4-dihydroquinazoline